1-(6-fluoro-1-methyl-[1,2,4]triazolo[4,3-a]quinazolin-5-yl)-6-iodo-1,2,3,5-tetrahydrobenzo[e][1,4]oxazepine FC1=C2C(=NC=3N(C2=CC=C1)C(=NN3)C)N3CCOCC1=C3C=CC=C1I